C(C)C1=NN2C(C=C(C(=C2)F)N2CCNCC2)=C1N(C=1SC(=C(N1)C1=CC=C(C=C1)F)C#N)C([2H])([2H])[2H] 2-((2-Ethyl-6-fluoro-5-(piperazin-1-yl)pyrazolo[1,5-a]pyridin-3-yl)(methyl-d3)amino)-4-(4-Fluorophenyl)thiazole-5-carbonitrile